BrC1=CC=C(C=C1)[C@]12[C@@H]([C@@H]([C@@](C=3C(=NC(=CC3O1)OC)OC)(C2(O)O)O)C(=O)OC)C2=CC=CC=C2 |&1:7,10| rac-methyl (3S,4S,SR)-2-(4-bromophenyl)-5,10,10-trihydroxy-6,8-dimethoxy-3-phenyl-2,3,4,5-tetrahydro-2,5-methanooxepino[3,2-c]pyridine-4-carboxylate